N-(4-(chlorodifluoromethoxy)phenyl)-3-isopropyl-4-(pyrimidin-5-yl)-3H-imidazo[4,5-c]Pyridine-6-carboxamide ClC(OC1=CC=C(C=C1)NC(=O)C1=CC2=C(C(=N1)C=1C=NC=NC1)N(C=N2)C(C)C)(F)F